Dimethyl (5-(4-fluorophenyl)-1,3,4-oxadiazol-2-yl)carbonimidodithioate FC1=CC=C(C=C1)C1=NN=C(O1)N=C(SC)SC